3-fluoro-N-[(4-methylpyridin-3-yl)methyl]-4-(trifluoromethoxy)-benzamide FC=1C=C(C(=O)NCC=2C=NC=CC2C)C=CC1OC(F)(F)F